2-(benzotriazol-2-yl)-4-(2,4,4-trimethylpentan-2-yl)phenol N=1N(N=C2C1C=CC=C2)C2=C(C=CC(=C2)C(C)(CC(C)(C)C)C)O